FC=1C(=C(\C=N\NC(=O)N)C=C(C1)C(NC=1SC(=CN1)C1=CC(=CC=C1)N1CCCC1)=O)O (E)-2-(3-fluoro-2-hydroxy-5-((5-(3-(pyrrolidin-1-yl)phenyl)thiazol-2-yl)carbamoyl)benzylidene)hydrazine-1-carboxamide